C1(CC1)CNC1CN(CCC1)C=1C=CC=NC1 5-(3-((cyclopropylmethyl)amino)piperidin-1-yl)pyridin